C(C#C)(=O)OCCOC(C#C)=O 1,2-ethanediyl dipropiolate